Ethyl cis-4-(4-methylpiperazin-1-yl)cyclohexanecarboxylate CN1CCN(CC1)[C@H]1CC[C@H](CC1)C(=O)OCC